1-(((S)-7-((R)-3-cyclohexyl-2-methylpropanoyl)-10-hydroxy-7-azaspiro[4.5]decan-10-yl)methyl)-5-(4-methylpiperazine-1-carbonyl)-4-phenylpyridin-2(1H)-one C1(CCCCC1)C[C@H](C(=O)N1CC2(CCCC2)[C@](CC1)(O)CN1C(C=C(C(=C1)C(=O)N1CCN(CC1)C)C1=CC=CC=C1)=O)C